P(=O)(OCC1=CC(=C(C(=C1)C(C)(C)C)O)C(C)(C)C)(OCC)OCC 3,5-di-tert-butyl-4-hydroxybenzyl diethyl phosphate